6-[5,6-difluoro-8-(methylamino)-4-(2-oxa-5-azabicyclo[2.2.1]hept-5-yl)-9H-pyrido[2,3-b]indol-3-yl]-1-ethyl-4-oxo-1,8-naphthyridine-3-carboxylic acid FC1=C2C3=C(NC2=C(C=C1F)NC)N=CC(=C3N3C1COC(C3)C1)C=1C=C3C(C(=CN(C3=NC1)CC)C(=O)O)=O